(S)-3-((2-(8-(4-chloro-3-fluorophenyl)-3-methoxy-6,7-dihydro-5H-benzo[7]annulen-9-yl)pyrimidin-5-yl)oxy)pyrrolidine-1-carboxylic acid tert-butyl ester C(C)(C)(C)OC(=O)N1C[C@H](CC1)OC=1C=NC(=NC1)C1=C(CCCC2=C1C=CC(=C2)OC)C2=CC(=C(C=C2)Cl)F